CC1C2(CCC1)C1CCC(C2O)C1 methylspiro[bicyclo[2.2.1]heptane-2,1'-cyclopentan]-3-ol